COCCCC1=CN=C(C(=N1)N1CCC(CC1)C(=O)O)C=1C=NN2C1CCCC2 1-(6-(3-methoxypropyl)-3-(4,5,6,7-tetrahydropyrazolo[1,5-a]pyridin-3-yl)pyrazin-2-yl)piperidine-4-carboxylic acid